NCC(=O)NC=1C=C(C=2N(C1)C(=C(N2)C)C)NCC2=C(C=CC=C2C)C 2-Amino-N-(8-((2,6-dimethylbenzyl)amino)-2,3-dimethylimidazo[1,2-a]pyridin-6-yl)acetamide